C1(=CC=CC=C1)C(O)C1=CC=2C3=CC=CC=C3C3=CC=CC=C3C2C=C1 phenyl-(triphenylen-2-yl)methanol